Cl.FC1=C(C=C(OC2CC(C2)(N)C)C=C1)C(F)(F)F 3-(4-fluoro-3-(trifluoromethyl)phenoxy)-1-methylcyclobutane-1-amine hydrochloride